COC1=CC2=C(C=C1)C1(CC1)C(O2)=O 6-methoxy-2H-spiro[benzofuran-3,1'-cyclopropan]-2-one